(3-amino-6-(methylsulfonyl)-4,5,6,7-tetrahydropyrazolo[3,4-c]pyridin-2-yl)(2-methyl-1H-indol-4-yl)methanone NC=1N(N=C2CN(CCC21)S(=O)(=O)C)C(=O)C2=C1C=C(NC1=CC=C2)C